5-((4-(1-(1-(2-(2,6-dioxopiperidin-3-yl)-1,3-dioxoisoindoline-5-yl)pyrrolidine-3-carbonyl)piperidin-4-yl)phenyl)amino)-3-(piperidin-1-yl)-1,2,4-triazine-6-carboxamide O=C1NC(CCC1N1C(C2=CC=C(C=C2C1=O)N1CC(CC1)C(=O)N1CCC(CC1)C1=CC=C(C=C1)NC=1N=C(N=NC1C(=O)N)N1CCCCC1)=O)=O